F[C@@]1(CN(CC[C@H]1O)C1=NC=CC(=N1)NC=1N=CC2=C(C=CC(=C2C1)C(C)C)N1CC(C1)CS(=O)(=O)C)C (3R,4R)-3-fluoro-1-[4-({8-[3-(methanesulfonylmeth-yl)azetidin-1-yl]-5-(propan-2-yl)isoquinolin-3-yl}amino)pyrimidin-2-yl]-3-methylpiperidin-4-ol